C(C)OC(CC1CCC2(CCN(CC2)C(=O)OC(C)(C)C)CC1)=O tert-butyl 9-(2-ethoxy-2-oxoethyl)-3-azaspiro[5.5]undecan-3-carboxylate